(2'-Ethyl-4'-oxo-4'H-spiro[cyclopropane-1,7'-furo[3,2-c]pyridin]-5'(6'H)-yl)acetic acid C(C)C1=CC=2C(N(CC3(C2O1)CC3)CC(=O)O)=O